(R)-N-((1R)-1-((2R)-2-(azidomethyl)-5-fluoro-2-methyl-2,3-dihydrobenzofuran-7-yl)ethyl)-2-methylpropane-2-sulfinamide N(=[N+]=[N-])C[C@@]1(OC2=C(C1)C=C(C=C2[C@@H](C)N[S@](=O)C(C)(C)C)F)C